NC1=C2C(=C3C(=N1)C=C(N3)C(=O)N([C@H](C)C3=NC=CN=C3)CC3=NC=C(C=C3F)Br)COC2 (R)-5-amino-N-((5-bromo-3-fluoropyridin-2-yl)methyl)-N-(1-(pyrazin-2-yl)ethyl)-6,8-dihydro-1H-furo[3,4-d]pyrrolo[3,2-b]pyridine-2-carboxamide